N-Methoxy-N-methyl-3-(2,2,2-trifluoroethyl)cyclobutane-1-carboxamide CON(C(=O)C1CC(C1)CC(F)(F)F)C